C1(CC1)NC(=O)C1=NC=CC=C1C1COC2=C3N1C(NC3=CC=C2C=2C(=NOC2C)C)=O N-Cyclopropyl-3-[7-(3,5-dimethylisoxazol-4-yl)-2-oxo-1,2,4,5-tetrahydroimidazo[1,5,4-de][1,4]benzoxazin-4-yl]pyridine-2-carboxamide